COC1=CC=C2C=C(C=NC2=C1)N([C@@H]1CN(CC1)C(=O)OC(C)(C)C)C tert-butyl (S)-3-((7-methoxyquinolin-3-yl)(methyl)amino)pyrrolidine-1-carboxylate